C(C1=CC=CC=C1)SC1=C2CCC(C2=CC(=C1)Cl)=O 4-(benzylsulfanyl)-6-chloro-2,3-dihydroinden-1-one